(2R,4R)-tert-butyl 4-hydroxy-2-methylpiperidine-1-carboxylate O[C@H]1C[C@H](N(CC1)C(=O)OC(C)(C)C)C